C(#N)[C@H]1N([C@H]2C[C@H]2C1)C(CNC(=O)C1=CC=NC2=CC(=CC=C12)C1(CC1)C(F)(F)F)=O N-(2-((1S,3S,5S)-3-Cyano-2-azabicyclo[3.1.0]hexan-2-yl)-2-oxoethyl)-7-(1-(trifluoromethyl)cyclopropyl)quinoline-4-carboxamide